CC(CO)CO 2-Methylpropan-1,3-diol